4-Fluoro-1-methyl-5,6,7,8,9,10-hexahydro-7,10-epiminocyclohepta[b]indole hydrochloride Cl.FC=1C=CC(=C2C3=C(NC12)CC1CCC3N1)C